C(CCCC)=NS(=O)(=O)C1=CC=C(C)C=C1 N-pentylidene-p-toluenesulfonamide